(4-bromo-1-(3,5-difluorobenzyl)-1H-imidazol-2-yl)methanol BrC=1N=C(N(C1)CC1=CC(=CC(=C1)F)F)CO